1-(3-chloro-2-hydroxy-phenyl)ethanone tris(3,5-di-t-butyl-4-hydroxybenzyl)phosphate C(C)(C)(C)C=1C=C(COP(=O)(OCC2=CC(=C(C(=C2)C(C)(C)C)O)C(C)(C)C)OCC2=CC(=C(C(=C2)C(C)(C)C)O)C(C)(C)C)C=C(C1O)C(C)(C)C.ClC=1C(=C(C=CC1)C(C)=O)O